ClC=1C=C(C=CC1F)N(C(=O)C1CN=C(N1C1=NC(=CC(=C1)C(F)(F)F)C)SC)C N-(3-chloro-4-fluorophenyl)-N-methyl-1-(6-methyl-4-(trifluoromethyl)pyridin-2-yl)-2-(methylsulfanyl)-4,5-dihydro-1H-imidazole-5-carboxamide